3-((S)-But-3-en-2-yl)-5-hydroxy-4,6-dioxo-N-(2,4,6-trifluorobenzyl)-1-((R)-5,5,5-trifluoropent-1-en-3-yl)-2,3,4,6-tetrahydro-1H-pyrido[2,1-f][1,2,4]triazine-7-carboxamide C[C@@H](C=C)N1CN(N2C(C1=O)=C(C(C(=C2)C(=O)NCC2=C(C=C(C=C2F)F)F)=O)O)[C@@H](C=C)CC(F)(F)F